C1(CC1)C1=NC=NC(=C1C=1N=CC=2OCCN(C2N1)CC1=NC=C(C=N1)C=1N(C=C(N1)C(F)(F)F)C)OC 2-(4-cyclopropyl-6-methoxypyrimidin-5-yl)-8-((5-(1-methyl-4-(trifluoromethyl)-1H-imidazol-2-yl)pyrimidin-2-yl)methyl)-7,8-dihydro-6H-pyrimido[5,4-b][1,4]oxazine